4,4'''-bis(1,3-dioxo-1,3-dihydroisobenzofuran-5-ylcarbonyloxy)-3,3'''-dimethyl-p-quaterphenyl O=C1OC(C2=CC(=CC=C12)C(=O)OC1=C(C=C(C=C1)C1=CC=C(C=C1)C1=CC=C(C=C1)C1=CC(=C(C=C1)OC(=O)C=1C=C2C(OC(C2=CC1)=O)=O)C)C)=O